4-(2-(4-(2-acetyl-5-chlorophenyl)-5-methoxy-2-oxopyridin-1(2H)-yl)-3-(3,3-dimethylcyclobutyl)propionylamino)benzoic acid C(C)(=O)C1=C(C=C(C=C1)Cl)C1=CC(N(C=C1OC)C(C(=O)NC1=CC=C(C(=O)O)C=C1)CC1CC(C1)(C)C)=O